BrC1=C(C=C2C(=NC(=NC2=C1F)NCCC(=O)OC(C)(C)C)N1CCN(CC1)C(=O)OC(C)(C)C)Cl tert-butyl 4-[7-bromo-2-[(3-tert-butoxy-3-oxo-propyl)amino]-6-chloro-8-fluoro-quinazolin-4-yl]piperazine-1-carboxylate